C(C)(C)(C)OC(NC1=CC=C(C=C1)CN)=O tert-butyl(4-(aminomethyl)phenyl)carbamate